indolo-[1,2-a]quinazoline C1=CC=CC=2C=NC=3N(C12)C1=CC=CC=C1C3